IC=1C=C2CCCCN2C(C1)=O 2-iodo-6,7,8,9-tetrahydro-4H-quinolizin-4-one